ClC1=NC=2C=C(C=CC2C2=C1COC2)C(=O)OC methyl 4-chloro-1H,3H-furo[3,4-c]quinoline-7-carboxylate